pyridine-3-carboxylic acid (4-aminopiperidin-1-yl)amide dihydrochloride Cl.Cl.NC1CCN(CC1)NC(=O)C=1C=NC=CC1